dimethyl (2S)-2-(tert-butoxycarbonylamino)-4-methylene-pentanedioate C(C)(C)(C)OC(=O)N[C@H](C(=O)OC)CC(C(=O)OC)=C